(3S)-4-methoxy-3-(methylamino)-1-[4-[5-(trifluoromethyl)-2-pyridyl]piperazin-1-yl]butan-1-one COC[C@H](CC(=O)N1CCN(CC1)C1=NC=C(C=C1)C(F)(F)F)NC